C(C)N(CC)CCN(CCOC(OC(CCCC(=O)OCCCCCCCC)CCCCCC)=O)CCOC(C(CCCCCCC)CCCCCCC)=O octyl 3-ethyl-6-(2-((2-heptylnonanoyl)oxy)ethyl)-12-hexyl-10-oxo-9,11-dioxa-3,6-diazahexadecane-16-oate